O=C1N(C(C2=CC=CC=C12)=O)C[C@H](CC=1C(=C2C=NN(C2=CC1)S(=O)(=O)C1=CC=C(C=C1)C)C)NC(OC(C)(C)C)=O tert-butyl N-[(2S)-1-(1,3-dioxo-2,3-dihydro-1H-isoindol-2-yl)-3-[4-methyl-1-(4-methylbenzenesulfonyl)-1H-indazol-5-yl]propan-2-yl]carbamate